C1(=CC=CC=C1)N1N=NN=C1SSC1=NN=NN1C1=CC=CC=C1 5,5'-Dithiobis(1-phenyl-1H-tetrazole)